C(C)C(C(=O)OC[C@H]1O[C@@]([C@@H]2OC(O[C@@H]21)(C)C)(C#N)C2=CC=C1C(=NC=NN12)N)CC ((3aR,4R,6R,6aR)-6-(4-aminopyrrolo[2,1-f][1,2,4]triazin-7-yl)-6-cyano-2,2-dimethyltetrahydrofuro[3,4-d][1,3]dioxol-4-yl)methyl 2-ethylbutanoate